2-(3,5-bis(trifluoromethyl)phenoxy)ethan FC(C=1C=C(OCC)C=C(C1)C(F)(F)F)(F)F